F[C@H]1CN(C[C@H]1NC1=C2C(=C(N=N1)C1=CC=C(C=C1)C(F)(F)F)N=CC=C2)C(C=C)=O 1-((3S,4R)-3-fluoro-4-((8-(4-(trifluoromethyl)phenyl)pyrido[2,3-d]pyridazin-5-yl)amino)pyrrolidin-1-yl)prop-2-en-1-one